4,5-dimethyl-3-hydroxy-2(5H)furanone CC1=C(C(OC1C)=O)O